2-((3-bromo-1-methyl-1H-pyrazol-4-yl)methyl)-N-cyclopropylimidazo[1,2-a]pyridine-6-carboxamide BrC1=NN(C=C1CC=1N=C2N(C=C(C=C2)C(=O)NC2CC2)C1)C